(1r,3r)-3-(dibenzylamino)cyclopentan-1-ol C(C1=CC=CC=C1)N([C@H]1C[C@@H](CC1)O)CC1=CC=CC=C1